dipotassium citrate tripotassium [K+].[K+].[K+].C(CC(O)(C(=O)[O-])CC(=O)[O-])(=O)[O-].[K+].[K+]